[C@H]1([C@H](O)[C@@H](O)[C@H](O)[C@H](O1)CO)O[C@@H]([C@@H]([C@H](C=O)O)O)[C@H](O)CO 4-O-alpha-D-Glucopyranosyl-D-glucose